C(C1=CC=CC=C1)OC1=C([N+](=CC2=C(C(=CC=C12)F)Br)[O-])C(=O)OC 4-(Benzyloxy)-8-bromo-7-fluoro-3-(methoxycarbonyl)isoquinoline 2-oxide